FC1=C(C=CC=C1[C@](C(F)(F)F)(CO)O)[C@@H](C)NC1=NC(=NC2=CC3=C(C=C12)N(C(C(O3)(C)C)=O)C)C |r| 4-(((R/S)-1-(2-fluoro-3-((R/S)-1,1,1-trifluoro-2,3-dihydroxypropan-2-yl)phenyl)ethyl)amino)-2,6,8,8-tetramethyl-6H-[1,4]oxazino[3,2-g]quinazolin-7(8H)-one